Methyl 2'-(4-methyl-4H-1,2,4-triazol-3-yl)-5-(1-oxo-4-(trifluoromethyl)isoindolin-2-yl)-[1,1'-biphenyl]-3-carboxylate CN1C(=NN=C1)C1=C(C=CC=C1)C1=CC(=CC(=C1)N1C(C2=CC=CC(=C2C1)C(F)(F)F)=O)C(=O)OC